1-(4-((1R,2R)-2-cyclohexyl-4,4-difluoro-6-hydroxy-1,2,3,4-tetrahydronaphthalen-1-yl)phenyl)piperidine-4-carbaldehyde C1(CCCCC1)[C@@H]1[C@@H](C2=CC=C(C=C2C(C1)(F)F)O)C1=CC=C(C=C1)N1CCC(CC1)C=O